3-isopropylhexahydropyrrolo[1,2-a]pyrazin C(C)(C)C1NCC=2N(C1)CCC2